BrC1=C(C=CC(=C1)F)C1C(=C(NC(=N1)C=1SC=CN1)C12C3C4C5(C(C14)C2C53)C(=O)O)C(=O)OCC 4-(6-(2-bromo-4-fluorophenyl)-5-(ethoxycarbonyl)-2-(thiazol-2-yl)-3,6-dihydropyrimidin-4-yl)cubane-1-carboxylic acid